(2R,3S,4R,5R)-5-cyano-4-hydroxy-2-((2-phenylacetoxy)methyl)-5-(4-((((pivaloyloxy)methoxy)carbonyl) amino)pyrrolo[2,1-f][1,2,4]triazin-7-yl)tetrahydrofuran-3-yl L-valinate N[C@@H](C(C)C)C(=O)O[C@@H]1[C@H](O[C@]([C@@H]1O)(C1=CC=C2C(=NC=NN21)NC(=O)OCOC(C(C)(C)C)=O)C#N)COC(CC2=CC=CC=C2)=O